CN(C1=CC(=CC2=CC=CC=C12)C1=CC=CC=C1)C N,N-dimethyl-3-phenylnaphthalen-1-amine